2,6-dimethoxyresorcinol COC1=C(O)C(=CC=C1O)OC